5-chloro-2-(4-((2-hydroxy-2-methylpropyl)amino)pyrido[3,4-d]pyridazin-1-yl)phenol ClC=1C=CC(=C(C1)O)C1=C2C(=C(N=N1)NCC(C)(C)O)C=NC=C2